4-(1-Cyclopropyl-1H-pyrazol-4-yl)pyridin-2-amine C1(CC1)N1N=CC(=C1)C1=CC(=NC=C1)N